1-methyl-4-(4-(4,4,5,5-tetramethyl-1,3,2-dioxaborolan-2-yl)phenethyl)piperazine CN1CCN(CC1)CCC1=CC=C(C=C1)B1OC(C(O1)(C)C)(C)C